C1N(CC2=CC=CC=C12)C(CSC1=C(C=CC=C1)F)=O 1-(1,3-dihydro-2H-isoindol-2-yl)-2-[(2-fluorophenyl)sulfanyl]ethanone